NC=1SC2=C(N1)C=CC(=C2)C=2C=NC(=C(C(=O)NCC1=C(C=CC=C1F)OCC1CCCC1)C2)OC 5-(2-aminobenzo[d]thiazol-6-yl)-N-(2-(cyclopentylmethoxy)-6-fluorobenzyl)-2-methoxynicotinamide